(2R)-1'-(6-amino-5-((2-amino-3-chloropyridin-4-yl)thio)pyrazin-2-yl)spiro[bicyclo[3.1.0]hexane-3,4'-piperidin]-2-amine NC1=C(N=CC(=N1)N1CCC2(CC1)[C@@H](C1CC1C2)N)SC2=C(C(=NC=C2)N)Cl